tert-butyl (1S,2S,3R,5R)-2-fluoro-3-hydroxy-9-azabicyclo[3.3.1]nonane-9-carboxylate F[C@H]1[C@@H]2CCC[C@H](C[C@H]1O)N2C(=O)OC(C)(C)C